(-)-5-[[4-(3-hydroxybutyl)phenoxy]methyl]-3-methyl-1-phenyl-pyrazole OC(CCC1=CC=C(OCC2=CC(=NN2C2=CC=CC=C2)C)C=C1)C